C1(=CC=CC=C1)N1C=CC2=C3C(=C4C(=C12)C=CC=C4)C=CC=C3 1-phenyl-1H-dibenzo[e,g]indole